3,5-difluoro-N-(thiazol-4-yl)-4-methylpyridine-2-sulfonamide FC=1C(=NC=C(C1C)F)S(=O)(=O)NC=1N=CSC1